CN1CCN(CC1)C 1,4-Dimethyl-piperazin